2-fluoro-N-[3-hydroxy-2-(7-methoxy-1-naphthyl)propyl]acetamide FCC(=O)NCC(CO)C1=CC=CC2=CC=C(C=C12)OC